(4R)-tert-butyl 3-fluoro-4-(2-((R)-1-hydroxyethyl)-6-(phenylsulfonyl)imidazo[4,5-d]pyrrolo[2,3-b]pyridin-1(6H)-yl)pyrrolidine-1-carboxylate FC1CN(C[C@H]1N1C(=NC=2C1=C1C(=NC2)N(C=C1)S(=O)(=O)C1=CC=CC=C1)[C@@H](C)O)C(=O)OC(C)(C)C